hydroxyproline oxide [NH+]1([C@@H](C[C@@H](O)C1)C(=O)O)[O-]